ClC=1C(=NC=CC1C1=C(C(=CC=C1)C1=NC(=C(C=C1)CN1CCC(CC1)O)OC)Cl)C1=CC(=C(CN2CC3(C2)CN(CC3)C(C)=O)C=C1)OC 1-(2-(4-(3-chloro-4-(2-chloro-3-(5-((4-hydroxypiperidin-1-yl)methyl)-6-methoxypyridin-2-yl)phenyl)pyridin-2-yl)-2-methoxybenzyl)-2,6-diazaspiro[3.4]octan-6-yl)ethan-1-one